C[C@H]1O[C@H]([C@H](C[C@H]1N)C)C\C=C(\C=C)/C (2R,3R,5S,6S)-2,5-dimethyl-6-((E)-3-methylpent-2,4-dien-1-yl)tetrahydro-2H-pyran-3-amine